COC1=CC=C2C(=N1)C1=C(C(=NC=C1)C1=CC=CC3=CC=CC=C13)N2 2-methoxy-6-(naphthalen-1-yl)-5H-pyrrolo[3,2-b:5,4-c']dipyridine